C(C)(C)(C)N(C(=O)OCC1CCN(CC1)C1=CC=C(C=C1)C(F)(F)F)C=1C(=NC=C(C1)[N+](=O)[O-])N1CCOCC1 (1-(4-(trifluoromethyl)phenyl)piperidin-4-yl)methanol tert-butyl-(2-morpholino-5-nitropyridin-3-yl)carbamate